1-(5-{[5-(2-fluorophenyl)-6-(3-fluoropyridin-4-yl)-1,2,4-triazin-3-yl]amino}pyridin-2-yl)ethan-1-ol FC1=C(C=CC=C1)C=1N=C(N=NC1C1=C(C=NC=C1)F)NC=1C=CC(=NC1)C(C)O